I.C(CCCCCCC\C=C/CCCCCCCC)[NH3+] oleyl-ammonium hydrogen iodide salt